tert-butyl N-[(1S)-1-[3-[2-(1-methoxyethyl)-4-pyridyl]-1,2,4-oxadiazol-5-yl]ethyl]carbamate COC(C)C1=NC=CC(=C1)C1=NOC(=N1)[C@H](C)NC(OC(C)(C)C)=O